C(C)(C)(C)OC(C[C@H](C(=O)O)CC1=CC(=CC=C1)F)=O (R)-4-(tert-butoxy)-2-(3-fluorobenzyl)-4-oxobutanoic acid